ClC1=CC=C(C=C(C(=O)O)C#N)C=C1 4-chloro-α-cyanocinnamic acid